N1=CC(=CC=C1)C=1C2=CC=C(N2)C(=C2C=CC(C(=C3C=CC(=C(C=4C=CC1N4)C=4C=NC=CC4)N3)C=3C=NC=CC3)=N2)C=2C=NC=CC2 5,10,15,20-tetra(3-pyridyl)porphyrin